tert-Butyl 4-(2-aminoacetyl)piperazine-1-carboxylate NCC(=O)N1CCN(CC1)C(=O)OC(C)(C)C